C(C1=CC=CC=C1)OC=1C(=C(C=CC1)C1=CC(=CC=C1)NC1=NC(=NC=C1Cl)NC1=C(C=C(C=C1)N1CCC(CC1)N1CCN(CC1)C)OC)C1OCCO1 N4-[3'-(benzyloxy)-2'-(1,3-dioxolan-2-yl)-[1,1'-biphenyl]-3-yl]-5-chloro-N2-{2-methoxy-4-[4-(4-methylpiperazin-1-yl)piperidin-1-yl]phenyl}pyrimidine-2,4-diamine